C(C=C)(=O)O.C(C=C)(=O)O.C(C=C)(=O)O.C1(=CC=CC=C1)OCC1CO1 phenylglycidyl ether triacrylate